CN1N=CC2=CC(=CC=C12)C1CN(C1)C(=O)N1C[C@@H]2[C@@H](OCC(N2)=O)CC1 (4aR,8aS)-6-(3-(1-Methyl-1H-indazol-5-yl)azetidine-1-carbonyl)hexahydro-2H-pyrido[4,3-b][1,4]oxazin-3(4H)-one